CN1N=C(C2=CC=CC(=C12)CN1CCC(CC1)N1C(C2=CC=CC=C2C1)=O)C1=C(C=CC=C1)C 2-(1-((1-methyl-3-(o-tolyl)-1H-indazol-7-yl)methyl)piperidin-4-yl)isoindolin-1-one